CC1=CC=C(C=C1)S(=O)(=O)OCCCN1CCNCC1 3-(piperazin-1-yl)propyl 4-methylbenzenesulfonate